dimethyl 2,2-diheptylpropanedioate C(CCCCCC)C(C(=O)OC)(C(=O)OC)CCCCCCC